S1(=O)(=O)OOCCO1.[NH4+] ammonium oxyethylene sulfate